(2,5-difluorophenyl)-methylamine FC1=C(C=C(C=C1)F)NC